1-((3S,4R)-3-fluoro-1-(1-methyl-2-oxo-2,3-dihydro-1H-imidazo[4,5-b]pyridin-6-yl)piperidin-4-yl)-1-methyl-3-(1-methyl-2-oxo-5-(trifluoromethyl)-1,2-dihydropyridin-3-yl)urea F[C@H]1CN(CC[C@H]1N(C(=O)NC=1C(N(C=C(C1)C(F)(F)F)C)=O)C)C=1C=C2C(=NC1)NC(N2C)=O